C[Si](C)(C)C#CC=1N=C2N(C(C1)=O)C=CC=C2 2-((trimethylsilyl)ethynyl)-4H-pyrido[1,2-a]pyrimidin-4-one